ClC1=C(C(=C2C(=N1)NC=C2)N2C[C@@H]([C@@H](C2)F)F)C#N 6-chloro-4-((3S,4R)-3,4-difluoropyrrolidin-1-yl)-1H-pyrrolo[2,3-b]pyridine-5-carbonitrile